isocyanorhodium (I) [N+](#[C-])[Rh]